CC1=C(C=CC(=C1)C)C1=NC(=NC(=N1)C1=C(C=C(C=C1)C)C)C1=C(C=C(C=C1)OCCCCCCCC)O 2-[4,6-bis(2,4-dimethylphenyl)-1,3,5-triazin-2-yl]-5-(octoxy)-phenol